FC1=C(C=C(C=C1)CO)C1=NN2C(N=CC=C2)=C1C(=O)O 2-[2-Fluoro-5-(hydroxymethyl)phenyl]pyrazolo[1,5-a]pyrimidine-3-carboxylic acid